OC1=CC(=C(C=C1)/C=C/C(=O)C=1C(=C2C=CC(OC2=CC1OC)(C)C)O)OC (E)-3-(4-hydroxy-2-methoxyphenyl)-1-(5-hydroxy-7-methoxy-2,2-dimethyl-2H-chromen-6-yl)prop-2-en-1-one